COC(C1=NC=CC=C1C(N(C1=CC=C(C=C1)C)C)=O)=O (methyl-(p-tolyl)carbamoyl)picolinic acid methyl ester